O=C1NC(CCC1N1C(C2=CC=C(C=C2C1)N1CCC(CC1)CN1CCN(CC1)C1=CC=C(C=C1)C1CCN(CC1)C=1C=CC(=C2C(=CNC12)C#N)F)=O)=O 7-(4-{4-[4-({1-[2-(2,6-Dioxopiperidin-3-yl)-1-oxo-2,3-dihydro-1H-isoindol-5-yl]piperidin-4-yl}methyl)piperazin-1-yl]phenyl}piperidin-1-yl)-4-fluoro-1H-indole-3-carbonitrile